C(C)(C)(C)OC(=O)N1C[C@@H](CCC1)C=1N(C(=C(N1)C1=CC=C(C=C1)C(NC1=NC=CC(=C1)CC)=O)C(=O)OCC)N.ClC=1N=C(SC1)C#C[Si](C)(C)C (4-Chlorothiazol-2-yl)ethynyl-trimethylsilane (R)-tert-butyl-3-(1-amino-5-(ethoxycarbonyl)-4-(4-((4-ethylpyridin-2-yl)carbamoyl)phenyl)-1H-imidazol-2-yl)piperidine-1-carboxylate